C12NCC(CC1)(C2)NC(OC(C)(C)C)=O TERT-BUTYL (2-AZABICYCLO[2.2.1]HEPTAN-4-YL)CARBAMATE